(S)-2-hydrazino-5-(methylsulfinyl)pyridine N(N)C1=NC=C(C=C1)[S@@](=O)C